C(C)(C)(C)OC(CCN(CCC(=O)O)C(=O)OC(C)(C)C)=O 3-((3-(tert-Butoxy)-3-oxopropyl)(tert-butoxycarbonyl)amino)propionic Acid